FC1=C(C(=O)NC=2C=C(C=CC2OC)C=2C=C3C(=CC=NC3=CC2)N2CCN(CC2)C(=O)OC(C)(C)C)C=CC(=C1)F Tert-butyl 4-(6-(3-(2,4-difluorobenzamido)-4-methoxyphenyl)quinolin-4-yl)piperazine-1-carboxylate